CN(C=1C=C(C=C(C(=O)OC(C)C)C#N)C=CC1)C isopropyl 3-dimethylamino-α-cyanocinnamate